Ethyl 3-(3-(5-amino-6-(1H-1,2,4-triazol-1-yl)pyrazin-2-yl)-4-methylphenylsulfonamido)bicyclo[1.1.1]pentan-1-ylcarbamate Trifluoroacetate Salt FC(C(=O)O)(F)F.NC=1N=CC(=NC1N1N=CN=C1)C=1C=C(C=CC1C)S(=O)(=O)NC12CC(C1)(C2)NC(OCC)=O